7-bromo-3-iodo-N-[(4-methoxyphenyl)methyl]Quinolin-4-amine BrC1=CC=C2C(=C(C=NC2=C1)I)NCC1=CC=C(C=C1)OC